BrC=1C(=C(C(=C(C1)NC(=O)C1=NN(C(=C1)SC)C1=CC=C(C=C1)F)F)C(=O)C1=CNC2=NC=C(C=C21)Cl)F N-(5-bromo-3-(5-chloro-1H-pyrrolo[2,3-b]pyridine-3-carbonyl)-2,4-difluorophenyl)-1-(4-fluorophenyl)-5-(methylthio)-1H-pyrazole-3-carboxamide